Fmoc-leucinol C(=O)(OCC1C2=CC=CC=C2C2=CC=CC=C12)N[C@@H](CC(C)C)CO